C(#N)C=1C(=NC(=NC1C1=C2C=NN(C2=CC=C1C)C1OCCCC1)OCCN1CCCC1)N1CC2(CN(C2)C(=O)OC(C)(C)C)CC1 tert-butyl 6-(5-cyano-6-(5-methyl-1-(tetrahydro-2H-pyran-2-yl)-1H-indazol-4-yl)-2-(2-(pyrrolidin-1-yl)ethoxy)pyrimidin-4-yl)-2,6-diazaspiro[3.4]octane-2-carboxylate